2-(4-chlorophenyl)-1-hydroxy-4-methyl-1H-imidazole-5-carboxylic acid ClC1=CC=C(C=C1)C=1N(C(=C(N1)C)C(=O)O)O